2-aminomethyl-2-ethylpyrrolidine NCC1(NCCC1)CC